tri-nitrogen acetic acid C(C)(=O)O.[N].[N].[N]